(3-methyl-4-nitrophenyl)acetamide methyl-7-(5-chloro-2-(2-(5,6-dicyano-2-methyl-4-oxo-7-(trifluoromethyl)quinazolin-3(4H)-yl)ethoxy)phenyl)thieno[3,2-b]pyridine-3-carboxylate COC(=O)C1=CSC=2C1=NC=CC2C2=C(C=CC(=C2)Cl)OCCN2C(=NC1=CC(=C(C(=C1C2=O)C#N)C#N)C(F)(F)F)C.CC=2C=C(C=CC2[N+](=O)[O-])CC(=O)N